(Z)-1-(3-(2-isopropyl-5-methylphenyl)-4-oxothiazolidin-2-ylidene)-3-(2-methyl-4-(1-(4-(trifluoromethoxy)phenyl)-1H-1,2,4-triazol-3-yl)phenyl)urea C(C)(C)C1=C(C=C(C=C1)C)N1/C(/SCC1=O)=N/C(=O)NC1=C(C=C(C=C1)C1=NN(C=N1)C1=CC=C(C=C1)OC(F)(F)F)C